6-bromo-2-chloro-4-(3-methoxyphenyl)quinoline BrC=1C=C2C(=CC(=NC2=CC1)Cl)C1=CC(=CC=C1)OC